ClCN1C(=NC=C1)[N+](=O)[O-] 1-(chloromethyl)-2-nitro-1H-imidazole